6-Chloro-8-(4-chloro-2,6-dimethoxyphenyl)-7-methylimidazo[1,2-a]pyridine ClC=1C(=C(C=2N(C1)C=CN2)C2=C(C=C(C=C2OC)Cl)OC)C